C(C)N(C1=CC(=NC2=CN=CC=C12)C1=CC=NC=C1)CC N,N-diethyl-2-(pyridin-4-yl)-1,7-naphthyridin-4-amine